2,3,5-trifluoro-phenylacetic acid FC1=C(C=C(C=C1F)F)CC(=O)O